5-(2,4-Dihydroxy-5-isobutyl-phenyl)-4-(4-morpholin-4-ylmethyl-phenyl)-isoxazole-3-carboxylic Acid Ethylamide C(C)NC(=O)C1=NOC(=C1C1=CC=C(C=C1)CN1CCOCC1)C1=C(C=C(C(=C1)CC(C)C)O)O